(R)-2-(4-(piperidin-3-yloxy)phthalazin-1-yl)-5-(trifluoromethyl)phenol N1C[C@@H](CCC1)OC1=NN=C(C2=CC=CC=C12)C1=C(C=C(C=C1)C(F)(F)F)O